[Br-].[NH4+].BrCCCCC=1C(NC2=CC=CC=C2C1)=O 4-bromobutyl-quinolone ammonium bromide